NC=1C(=NON1)C=1N=C(C=2C(N1)=NON2)N 5-(4-Amino-1,2,5-oxadiazol-3-yl)[1,2,5]oxadiazolo[3,4-d]pyrimidin-7-amine